methyl 7-amino-6-bromo-2,3-dihydrobenzo[b][1,4]dioxine-5-carboxylate NC=1C(=C(C2=C(OCCO2)C1)C(=O)OC)Br